C=1N=CN2C1C(=CC=C2)COC=2C(=NC(=CC2)C)C=O 3-(imidazo[1,5-a]pyridin-8-ylmethoxy)-6-methylpicolinaldehyde